Cl.NC/C(/CN1N=CN(C1=O)C1=C(C=C(C=N1)C=1C=NC(=CC1)N1CCOCC1)C)=C\F 2-[(2E)-2-(aminomethyl)-3-fluoroprop-2-en-1-yl]-4-[5-methyl-6'-(morpholin-4-yl)-3,3'-bipyridin-6-yl]-2,4-dihydro-3H-1,2,4-triazol-3-one hydrochloride